5-((4-((5-chloro-4-(5-(cyclopropylmethyl)-1-methyl-1H-pyrazol-4-yl)pyrimidin-2-yl)amino)piperidin-1-yl)methyl)-2-(2,6-dioxopiperidin-3-yl)-4-fluoroisoindoline-1,3-dione ClC=1C(=NC(=NC1)NC1CCN(CC1)CC=1C(=C2C(N(C(C2=CC1)=O)C1C(NC(CC1)=O)=O)=O)F)C=1C=NN(C1CC1CC1)C